3-bromothieno[3,2-b]pyridin-6-yl trifluoromethanesulfonate FC(S(=O)(=O)OC=1C=C2C(=NC1)C(=CS2)Br)(F)F